(5R)-3-(2-methyltetrazole-5-yl)pyridine CN1N=C(N=N1)C=1C=NC=CC1